(2R,3S)-2-(4-(cyclopentylamino)phenyl)-1-((2-fluorophenyl)sulfonyl)-N-(4-methyl-3-(trifluoromethyl)phenyl)piperidine-3-carboxamide C1(CCCC1)NC1=CC=C(C=C1)[C@@H]1N(CCC[C@@H]1C(=O)NC1=CC(=C(C=C1)C)C(F)(F)F)S(=O)(=O)C1=C(C=CC=C1)F